(S)-6-nitro-3-phenyl-2-(pyrrolidin-2-yl)quinazolin-4(3H)-one [N+](=O)([O-])C=1C=C2C(N(C(=NC2=CC1)[C@H]1NCCC1)C1=CC=CC=C1)=O